C1CCC2C3C(CC(C12)C3)=C(C=O)CC (octahydro-4,7-methano-[5H]inden-5-ylidene)butanal